N-[(1S)-1-(dicyclopropylmethyl)-2-[[1-[(4-fluoro-2-methoxy-3-pyridyl)methyl]pyrazol-4-yl]amino]-2-oxo-ethyl]-2-isopropyl-pyrazole-3-carboxamide C1(CC1)C([C@@H](C(=O)NC=1C=NN(C1)CC=1C(=NC=CC1F)OC)NC(=O)C=1N(N=CC1)C(C)C)C1CC1